OC1=NC(=NC(=N1)C1=CC=CC=C1)O dihydroxyphenyl-s-triazine